(E)-4-(Dimethylamino)-N-(2-(6-hydroxy-3-methyl-1H-indole-5-carbonyl)isoindolin-4-yl)-N-methylbut-2-enamide CN(C/C=C/C(=O)N(C)C1=C2CN(CC2=CC=C1)C(=O)C=1C=C2C(=CNC2=CC1O)C)C